3,6-bis(5-bromothiophene-2-yl)-2,5-bis(2-octyldodecyl)-2,5-dihydropyrrolo[3,4-c]pyrrole-1,4-dione BrC1=CC=C(S1)C=1N(C(C2=C(N(C(C21)=O)CC(CCCCCCCCCC)CCCCCCCC)C=2SC(=CC2)Br)=O)CC(CCCCCCCCCC)CCCCCCCC